(S)-2-methyl-N-((R)-1-(methylsulfonyl)hex-5-en-3-yl)propane-2-sulfinamide CC(C)(C)[S@](=O)N[C@@H](CCS(=O)(=O)C)CC=C